C(CCC)N1C(C2=CN=CC=C2C(=C1)C1=CC(=C(OC2CCN(CC2)C(=O)OC(C)(C)C)C=C1)Cl)=O tert-butyl 4-(4-(2-butyl-1-oxo-1,2-dihydro-2,7-naphthyridin-4-yl)-2-chlorophenoxy)piperidine-1-carboxylate